P(=O)(O)(O)OCC(O)CO 1-phospho-glycerol